3-(7-(4-(Aminomethyl)-3-fluorophenyl)-1H-imidazo[4,5-b]pyridin-2-yl)aniline NCC1=C(C=C(C=C1)C1=C2C(=NC=C1)N=C(N2)C=2C=C(N)C=CC2)F